NC1=CC(=C2NC(C(CCCC[C@](C3=NN=C(C1=N2)O3)(O)C(F)(F)F)O)(C)C)C(F)(F)F (6R)-17-amino-12,12-dimethyl-6,15-bis(trifluoromethyl)-19-oxa-3,4,13,18-tetraazatricyclo[12.3.1.12,5]nonadec-1(18),2,4,14,16-pentaene-6,11-diol